C(C1=CC=CC=C1)(=O)SC[C@@H](C#C)NC(=O)OCC1=CC=CC=C1 (R)-S-(2-(((benzyloxy) carbonyl) amino) but-3-yn-1-yl) thiobenzoate